methyl-Hexylamine CNCCCCCC